COC(C(C)(C)OC1CCN(CC1)CC1=CC=CC=C1)=O.CNC(C1=C(C=CC=C1)SC=1C=CC=2N(C1)C=NC2\C=C\C2=NC=CC=C2)=O N-methyl-2-({1-[(E)-2-(pyridin-2-yl)vinyl]imidazo[1,5-a]pyridin-6-yl}thio)benzamide methyl-2-(1-benzylpiperidin-4-yloxy)-2-methylpropionate